FC1=CC(=C(C=C1)C(=O)N1[C@@H]2[C@@H](C[C@H](C1)CC2)NC2=NC=C(N=C2)C(F)(F)F)C2=NC=CC=N2 (4-fluoro-2-(pyrimidin-2-yl)phenyl)((1S,4R,6R)-6-((5-(trifluoromethyl)pyrazin-2-yl)amino)-2-azabicyclo[2.2.2]octan-2-yl)methanone